(Z)-1-(2-chloro-4-(1-(4-(trifluoromethoxy)phenyl)-1H-1,2,4-triazol-3-yl)phenyl)-3-(3-(5-(dimethylamino)-2-isopropylphenyl)-4-oxothiazolidin-2-ylidene)urea ClC1=C(C=CC(=C1)C1=NN(C=N1)C1=CC=C(C=C1)OC(F)(F)F)NC(=O)\N=C\1/SCC(N1C1=C(C=CC(=C1)N(C)C)C(C)C)=O